(S)-3-(4-((R)-1-ethoxy-2,2,2-trifluoroethyl)-3-((4-fluorophenyl)amino)phenyl)pentanoic acid C(C)O[C@@H](C(F)(F)F)C1=C(C=C(C=C1)[C@H](CC(=O)O)CC)NC1=CC=C(C=C1)F